NC1=NC=NN2C1=C(C=C2C=2C=CC(=C(C(=O)N[C@@H]1CN(C[C@@H]1F)C(C1=C(C=CC=C1F)Cl)=O)C2)C)C(F)(F)F 5-[4-amino-5-(trifluoromethyl)pyrrolo[2,1-f][1,2,4]triazin-7-yl]-N-[(3R,4S)-1-(2-chloro-6-fluorobenzoyl)-4-fluoropyrrolidin-3-yl]-2-methylbenzamide